2-(2,6-dioxopiperidin-3-yl)-1-oxo-N-(thiazol-4-yl)isoindoline-5-carboxamide O=C1NC(CCC1N1C(C2=CC=C(C=C2C1)C(=O)NC=1N=CSC1)=O)=O